C(C1=CC=CC=C1)(=O)N(C(C1=C(N=C(C=C1)C(F)(F)F)COCC=1N=NN(N1)C)=O)C1=NN=NN1C N-benzoyl-N-(1-methyl-1H-tetrazol-5-yl)-2-(((2-methyl-2H-tetrazol-5-yl)methoxy)methyl)-6-(trifluoromethyl)nicotinamide